O=C1NC2=C(N1C1=CC=C3CCN(CC3=C1)C(=O)OC(C)(C)C)C=CC=C2 tert-butyl 7-(2-oxo-2,3-dihydro-1H-benzo[d]imidazol-1-yl)-3,4-dihydroisoquinoline-2(1H)-carboxylate